2-{7-[(7S)-4-azaspiro[2.5]oct-7-yl]-7H-pyrrolo[2,3-c]pyridazin-3-yl}-5-(1H-1,2,3-triazol-1-yl)pyridin-3-ol trifluoroacetate FC(C(=O)O)(F)F.C1CC12NCC[C@@H](C2)N2C=CC1=C2N=NC(=C1)C1=NC=C(C=C1O)N1N=NC=C1